COC1=CC=C2C(=C(NC2=C1)C)C=O 6-METHOXY-2-METHYL-1H-INDOLE-3-CARBALDEHYDE